FC=1C(=CC(=C(C1)N(C(OC(C)(C)C)=O)CC#C)OC)C(NC)=O tert-butyl N-[5-fluoro-2-methoxy-4-(methylcarbamoyl)phenyl]-N-prop-2-ynyl-carbamate